FC1=CC=C(C=C1)C([C@H]1CN2C(C=3N1N=CC(C3O)=O)=NC=C2CO)C2=CC=C(C=C2)F (S)-6-(bis(4-fluorophenyl)methyl)-11-hydroxy-3-(hydroxymethyl)-5H-imidazo[2',1':3,4]pyrazino[1,2-b]pyridazin-10(6H)-one